C1=CC=CC=2C3=CC=CC=C3C(C12)NC(=O)NC=1C(=NC(=CC1)CN1C(OC=CC1)=O)C1=CC=CC=C1 1-(9H-fluoren-9-yl)-3-(6-((2-oxo-1,3-oxazin-3-yl)methyl)-2-phenylpyridin-3-yl)urea